(R)-N-((4-((E)-2-(6-((2S,6R)-2,6-dimethylmorpholino)pyridin-2-yl)vinyl)pyridin-2-yl)methyl)-4,9-difluoro-3,4-dihydro-2H-benzo[b][1,4]oxathiepine-7-carboxamide 5,5-dioxide C[C@@H]1O[C@@H](CN(C1)C1=CC=CC(=N1)/C=C/C1=CC(=NC=C1)CNC(=O)C1=CC2=C(OCC[C@@H](S2(=O)=O)F)C(=C1)F)C